ClCC(=O)NC=1N=C(N2C1[C@H](N(CC2)C(C2=CC=C(C=C2)F)=O)C)C2=NC(=NS2)C (R)-2-chloro-N-(7-(4-fluorobenzoyl)-8-methyl-3-(3-methyl-1,2,4-thiadiazole-5-yl)-5,6,7,8-tetrahydroimidazo[1,5-a]pyrazin-1-yl)acetamide